FC1=C2C=CNC2=CC(=C1)C1=C(C(=O)N)C=CC=C1 (4-fluoro-1H-indol-6-yl)benzamide